BrC=1C=C(C=CC1)C1=CC(=CC=C1)C1=CC=CC=C1 3-Bromo-1,1':3',1''-terphenyl